2-[6-[3-[3-[6-[8-(1,3-benzothiazol-2-ylcarbamoyl)-3,4-dihydro-1H-isoquinolin-2-yl]-2-tert-butoxycarbonyl-3-pyridyl]-2-methyl-phenoxy]propyl]-2-azaspiro[3.3]heptan-2-yl]acetic acid S1C(=NC2=C1C=CC=C2)NC(=O)C=2C=CC=C1CCN(CC21)C2=CC=C(C(=N2)C(=O)OC(C)(C)C)C=2C(=C(OCCCC1CC3(CN(C3)CC(=O)O)C1)C=CC2)C